Br\C(=C/C=O)\C1=CC=C(C=C1)CCC (Z)-3-bromo-3-(p-propylphenyl)acrolein